Cl.CC=1N=C2N(N=C(C=C2C)C2=CC3=C(N=C(S3)N(C3CCNCC3)C)C(=C2)F)C1 6-(2,8-dimethylimidazo[1,2-b]pyridazin-6-yl)-4-fluoro-N-methyl-N-(4-piperidinyl)-1,3-benzothiazol-2-amine hydrochloride